The molecule is an eight-membered oligopeptide consisting of Asp, Tyr, Met, Gly, Trp, Met, As and Phe-NH2 residues joined in sequence. It has a role as a human metabolite, a rat metabolite and a mouse metabolite. It is an oligopeptide and a peptidyl amide. CSCC[C@@H](C(=O)NCC(=O)N[C@@H](CC1=CNC2=CC=CC=C21)C(=O)N[C@@H](CCSC)C(=O)N[C@@H](CC(=O)O)C(=O)N[C@@H](CC3=CC=CC=C3)C(=O)N)NC(=O)[C@H](CC4=CC=C(C=C4)O)NC(=O)[C@H](CC(=O)O)N